ethyl 6-(((3,5-bis(trifluoromethyl) phenyl)) oxy)-1-isopropyl-4-oxo-1,4-dihydroquinoline-3-carboxylate FC(C=1C=C(C=C(C1)C(F)(F)F)OC=1C=C2C(C(=CN(C2=CC1)C(C)C)C(=O)OCC)=O)(F)F